furan-3-carboxylic acid [4-(5-trifluoromethyl-1H-benzimidazol-2-yl)-phenyl]-amide FC(C1=CC2=C(NC(=N2)C2=CC=C(C=C2)NC(=O)C2=COC=C2)C=C1)(F)F